6-bromo-4-chloro-1-methylquinazolin-2(1H)-one BrC=1C=C2C(=NC(N(C2=CC1)C)=O)Cl